NCCN(CCCCCCCC(=O)OC(CCCCCCCC)CCCCCCCC)CCCCCCCC(=O)OC(CCCCCCCC)CCCCCCCC octylnonyl 8-[2-aminoethyl-[8-(1-octylnonoxy)-8-oxo-octyl]amino]octanoate